C(C1=C(C(=CC(=C1)C)CCCCCCCCC)O)C1=C(C(=CC(=C1)C)CCCCCCCCC)O 2,2'-methylenebis(6-nonyl-4-methyl-phenol)